(R)-2-hydroxy-N-(4-(5-(6-methyl-2-methyl-2-methylmorpholinyl)pyrimidin-4-yl)-1,3,4-oxadiazol-2-yl)-3-(6-azaspiro[2.5]octane-6-yl)phenylethane-1-sulfonamide OC1=C(C=CC=C1N1CCC2(CC2)CC1)[C@@H](C)S(=O)(=O)NC=1OCN(N1)C1=NC=NC=C1N1CC(OC(C1)C)(C)C